3-((5-amino-2-(1H-pyrazol-5-yl)thieno[3,2-b]pyridin-7-yl)amino)-2,2-dimethyl-1-propanol NC1=CC(=C2C(=N1)C=C(S2)C2=CC=NN2)NCC(CO)(C)C